N-((4,5-difluoro-6-(thiazol-4-ylmethoxy)-1H-indol-2-yl)methyl)-1-methylcyclopropane-1-carboxamide FC1=C2C=C(NC2=CC(=C1F)OCC=1N=CSC1)CNC(=O)C1(CC1)C